4-chloro-7-cyclopropyloxy-6-(piperidin-4-yloxy)quinazoline hydrochloride Cl.ClC1=NC=NC2=CC(=C(C=C12)OC1CCNCC1)OC1CC1